COP(=O)(OC)C(COC1=CC=C(C=C1)C=1C=NN(C1)CCCNC(OC(C)(C)C)=O)O tert-butyl (3-(4-(4-(2-(dimethoxyphosphoryl)-2-hydroxyethoxy)phenyl)-1H-pyrazol-1-yl)propyl)carbamate